FC1=C(CN2C(C=3N(CC2C(=O)NC2=C(C=CC=C2C)C)C=C(C(C3O)=O)C(=O)O)=O)C=CC(=C1)F (2,4-difluorobenzyl)-3-((2,6-dimethylphenyl)aminocarbonyl)-9-hydroxy-1,8-dioxo-1,3,4,8-tetrahydro-2H-pyrido[1,2-a]pyrazine-7-carboxylic acid